1-((5-Cyano-1H-pyrazol-3-yl)methyl)-3-(4-fluoro-3-(trifluoromethyl)phenyl)-1-(2-methoxypyrimidin-5-yl)urea C(#N)C1=CC(=NN1)CN(C(=O)NC1=CC(=C(C=C1)F)C(F)(F)F)C=1C=NC(=NC1)OC